picric acid trimethylamine salt CN(C)C.C1([N+](=O)[O-])=CC([N+](=O)[O-])=CC([N+](=O)[O-])=C1O